(6-bromo-3,5-difluoropyridin-2-yl)imidazo[1,2-a]pyridine-7-carbonitrile BrC1=C(C=C(C(=N1)C=1N=C2N(C=CC(=C2)C#N)C1)F)F